C1(CCCCC1)C1=CC=C(C=C1)N1C=NC2=NC=C(C=C21)NS(=O)(=O)C=C N-(1-(4-cyclohexylphenyl)-1H-imidazo[4,5-b]pyridin-6-yl)ethenesulfonamide